4-({[5-(3-methoxyphenyl)-1,3-oxazol-2-yl]methyl}sulfanyl)-1,3,5-triazin COC=1C=C(C=CC1)C1=CN=C(O1)CSC1=NC=NC=N1